IC=1C=NN(C1C)CC12CC3(CC(CC(C1)(C3)C)(C2)C)OCCOCCNC(OC(C)(C)C)=O tert-butyl (2-(2-((3-((4-iodo-5-methyl-1H-pyrazol-1-yl)methyl)-5,7-dimethyladamantan-1-yl)oxy)ethoxy)ethyl)carbamate